C1(CC1)N1CCC(CC1)N1CCC(CC1)C1=CC2=C(C=N1)N=C(N2C)C2=CC=C(C=C2)S(=O)(=O)C 6-(1'-cyclopropyl-[1,4'-bipiperidin]-4-yl)-1-methyl-2-(4-(methylsulfonyl)phenyl)-1H-imidazo[4,5-c]pyridine